Bis[4-(vinyloxy)butyl] adipate C(CCCCC(=O)OCCCCOC=C)(=O)OCCCCOC=C